FC(C(=O)N1CC(C1)N1N=C(C2=NC=CC(=C21)C#CC2CN(C2)C)C=2C=NC(=CC2)C(F)(F)F)=C 2-fluoro-1-(3-(7-((1-methylazetidin-3-yl)ethynyl)-3-(6-(trifluoromethyl)pyridin-3-yl)-1H-pyrazolo[4,3-b]pyridin-1-yl)azetidin-1-yl)prop-2-en-1-one